ClC=1C=C(C=C2C=NNC12)C=1C=C(C=CC1)NC(C=C)=O N-[3-(7-chloro-1H-indazol-5-yl)phenyl]prop-2-enamide